6-(4-Amino-4-(pyridin-2-yl)piperidin-1-yl)-3-(2,3-dichlorophenyl)-1H-pyrazolo[3,4-d]pyrimidine-4-carboxamide NC1(CCN(CC1)C1=NC(=C2C(=N1)NN=C2C2=C(C(=CC=C2)Cl)Cl)C(=O)N)C2=NC=CC=C2